N1=NC=CC2=CC=C(C=C12)C1=C(C=CC(=N1)C#N)C=1C=NN(C1)CC(C)(C)C 6-cinnolin-7-yl-5-[1-(2,2-dimethylpropyl)-1H-pyrazol-4-yl]pyridine-2-carbonitrile